N-(5-cyclopropyl-1H-pyrazol-3-yl)-2-(1-(3-methoxyphenyl)-1H-pyrazol-4-yl)acetamide C1(CC1)C1=CC(=NN1)NC(CC=1C=NN(C1)C1=CC(=CC=C1)OC)=O